NC1=CC(=C(OC=2C(=C(OCCOC3CCN(CC3)C(=O)OC(C)(C)C)C=CC2)F)C=C1)C=1C2=C(C(N(C1)C)=O)NC=C2 tert-butyl 4-[2-[3-[4-amino-2-(6-methyl-7-oxo-1H-pyrrolo[2,3-c]pyridin-4-yl)phenoxy]-2-fluoro-phenoxy]ethoxy]piperidine-1-carboxylate